(Z)-9-tetradecenoic acid amyl ester C(CCCC)OC(CCCCCCC\C=C/CCCC)=O